2-(bis(ethylthio)methylene)-3-oxo-N-phenylbutyramide C(C)SC(=C(C(=O)NC1=CC=CC=C1)C(C)=O)SCC